CN1C2=C(N(C(C1=O)=O)C1CCN(CC1)C1=NC=C(C=N1)C#N)N=CC(=C2)C 2-(4-(1,7-dimethyl-2,3-dioxo-2,3-dihydropyrido[2,3-b]pyrazin-4(1H)-yl)piperidin-1-yl)pyrimidine-5-carbonitrile